5-(5-(piperidin-4-yloxy)isoindolin-2-yl)-4-(trifluoromethyl)pyridazin-3(2H)-one N1CCC(CC1)OC=1C=C2CN(CC2=CC1)C1=C(C(NN=C1)=O)C(F)(F)F